dimethylsilylbis(2,5,6-trimethyl-1-indenyl)zirconium dichloride [Cl-].[Cl-].C[SiH](C)[Zr+2](C1C(=CC2=CC(=C(C=C12)C)C)C)C1C(=CC2=CC(=C(C=C12)C)C)C